tert-butyl (S)-2-((((9H-fluoren-9-yl)methoxy)carbonyl)amino)-3-(5-cyanothiophen-2-yl)propanoate C1=CC=CC=2C3=CC=CC=C3C(C12)COC(=O)N[C@H](C(=O)OC(C)(C)C)CC=1SC(=CC1)C#N